(6-methoxypicolinamidomethyl)-4,5-dihydroisoxazol-5-carboxylate COC1=CC=CC(=N1)C(=O)NCOC(=O)C1CC=NO1